[K+].C(CCCCCCCCCCC)(=O)N[C@@H](CCC(=O)[O-])C(=O)[O-].N(CCO)(CCO)CCO.[K+] Triethanolamine lauroyl-glutamate Potassium